N-[(2S,3R,4S)-2-[(2,3'-difluoro[1,1'-biphenyl]-3-yl)methyl]-4-fluoro-1-(oxetane-2-carbonyl)pyrrolidin-3-yl]ethanesulfonamide FC1=C(C=CC=C1C[C@@H]1N(C[C@@H]([C@@H]1NS(=O)(=O)CC)F)C(=O)C1OCC1)C1=CC(=CC=C1)F